1-((4-(Trifluoromethoxy)phenyl)amino)isochinolin FC(OC1=CC=C(C=C1)NC1=NC=CC2=CC=CC=C12)(F)F